C(CCCCC(=O)[O-])(=O)OCCO β-hydroxyethyl adipate